C(C)(C)(C)OC(=O)N[C@H](C)C(=O)NC N2-(tert-butoxycarbonyl)-N-methyl-D-alaninamide